((cyclopropyl-methyl)sulfonamido)-7-fluoro-2,3-dihydro-1H-indene-4-carboxamide C1(CC1)CS(=O)(=O)NC1CCC=2C(=CC=C(C12)F)C(=O)N